BrC1=CC=2N=C(N=C(C2N=C1)N1C[C@@H](N(CC1)C(=O)OC(C)(C)C)CC#N)OC[C@H]1N(CCC1)C tert-butyl (S)-4-(7-bromo-2-(((S)-1-methylpyrrolidin-2-yl)methoxy)pyrido[3,2-d]pyrimidin-4-yl)-2-(cyanomethyl)piperazine-1-carboxylate